CC=1N=C(C2=C(N1)OC=C2C(=O)N2CC=1N(CC2)C(=NC1C1CCO1)C(F)(F)F)NC1(CC1)C methyl-N-(1-methylcyclopropyl)-5-[1-(oxetan-4-yl)-3-(trifluoromethyl)-5H,6H,7H,8H-imidazo[1,5-a]pyrazine-7-carbonyl]furo[2,3-d]pyrimidin-4-amine